1-(((S)-4-ethyl-8-fluoro-4-hydroxy-9-methoxy-3,14-dioxo-3,4,12,14-tetrahydro-1H-pyrano[3',4':6,7]indolizino[1,2-b]quinolin-11-yl)methyl)-N,N-dimethylpiperidin-4-aminium formate C(=O)[O-].C(C)[C@]1(C(OCC=2C(N3CC=4C(=NC=5C=C(C(=CC5C4CN4CCC(CC4)[NH+](C)C)OC)F)C3=CC21)=O)=O)O